Decyl ((S)-(((2R,3S,5R)-5-(6-amino-2-fluoro-9H-purin-9-yl)-2-ethynyl-3-hydroxytetrahydrofuran-2-yl) methoxy)(phenoxy)phosphoryl)-L-alaninate NC1=C2N=CN(C2=NC(=N1)F)[C@H]1C[C@@H]([C@@](O1)(C#C)CO[P@](=O)(OC1=CC=CC=C1)N[C@@H](C)C(=O)OCCCCCCCCCC)O